NC1=NC=NN2C1=C(C=C2C=2C=C(C(=NC2)OC)C(=O)N[C@@H]2CN(C[C@@H]2F)C2CCC1=CC=CC(=C21)Cl)C(F)(F)F 5-[4-amino-5-(trifluoromethyl)pyrrolo[2,1-f][1,2,4]triazin-7-yl]-N-[(3R,4S)-1-(7-chloro-2,3-dihydro-1H-inden-1-yl)-4-fluoropyrrolidin-3-yl]-2-methoxypyridine-3-carboxamide